4-(2-Hydroxypropan-2-yl)-N-((2-methoxyphenyl)carbamoyl)furan-2-sulfonamide OC(C)(C)C=1C=C(OC1)S(=O)(=O)NC(NC1=C(C=CC=C1)OC)=O